ClC=1SC=C(N1)C1=CC=CC(=N1)C(C(=O)O)(F)F 2-[6-(2-chloro-1,3-thiazol-4-yl)pyridin-2-yl]-2,2-difluoroacetic acid